3-[7-(aminocarbonyl)-5-fluoro-2H-indazol-2-yl]-1-cyclobutylpyrrolidinium trifluoroacetate FC(C(=O)[O-])(F)F.NC(=O)C1=CC(=CC2=CN(N=C12)C1C[NH+](CC1)C1CCC1)F